CN1N=C(C2=CC=CC=C12)C(=O)N1C(C2=C(N=C(N=C2)C2=NC=CC=N2)CC1)C (1-methylindazol-3-yl)-(5-methyl-2-pyrimidin-2-yl-7,8-dihydro-5H-pyrido[4,3-d]pyrimidin-6-yl)methanone